C(C=C)(=O)OCC(CCCCCC)CCCC 2-butyloctyl acrylate